furylacrylate O1C(=CC=C1)C(C(=O)[O-])=C